CN1CCC(CC1)CCCCC1CCN(CC1)C 1-methyl-4-[4-(1-methyl-4-piperidyl)butyl]piperidine